NC(C(SC1=NC(=C(C(=C1C#N)CC)C#N)N(C)C)C1CCN(CC1)C(=O)OC(C)(C)C)=O tert-Butyl 4-(2-amino-1-((3,5-dicyano-6-(dimethylamino)-4-ethylpyridin-2-yl)thio)-2-oxoethyl)piperidine-1-carboxylate